3-methyl-1-phenyl-4-{[3-(trimethylammonio)phenyl]azo}pyrazol-5-one chloride [Cl-].CC=1NN(C(C1N=NC1=CC(=CC=C1)[N+](C)(C)C)=O)C1=CC=CC=C1